N-(4-((2-(1,1-difluoroethyl)-6-ethylpyrimidin-4-yl)amino)-5-(5-morpholinopyrazin-2-yl)pyridin-2-yl)acetamide FC(C)(F)C1=NC(=CC(=N1)NC1=CC(=NC=C1C1=NC=C(N=C1)N1CCOCC1)NC(C)=O)CC